ClC=1C=C(C=NC1)C1=NC(=NS1)C1=NN(C(C=C1)=O)CC(=O)NCC 2-(3-(5-(5-chloropyridin-3-yl)-1,2,4-thiadiazol-3-yl)-6-oxo-pyridazin-1(6H)-yl)-N-ethyl-acetamide